OC1=C(C=C(C=C1)C(C)(C1=CC(=C(C=C1)O)C)C1=CC(=C(C=C1)O)C)C 1,1,1-tris(4-hydroxy-3-methylphenyl)ethane